2-(4-Fluorophenyl)-1,5-dimethyl-1,2-dihydro-3H-pyrazol-3-one FC1=CC=C(C=C1)N1N(C(=CC1=O)C)C